C1(CC1)C(=O)N1C2CN(CC1CC2)C2=C1C(=NC=C2)N(C(=C1)C=1C=NN(C1)C)S(=O)(=O)C1=CC=C(C)C=C1 cyclopropyl(3-(2-(1-methyl-1H-pyrazol-4-yl)-1-tosyl-1H-pyrrolo[2,3-b]pyridin-4-yl)-3,8-diazabicyclo[3.2.1]octan-8-yl)methanone